dihydroferulic acid (dihydroferulate) C(CCC1=CC(OC)=C(O)C=C1)(=O)O.C(CCC1=CC(OC)=C(O)C=C1)(=O)O